6-amino-N-[2-(4-amino-3-methoxy-3-methylpyrrolidin-1-yl)-4-fluoro-5,6,7,8-tetrahydroquinolin-6-yl]-2-methylthieno[2,3-d][1,3]thiazole-5-carboxamide NC1=C(SC=2N=C(SC21)C)C(=O)NC2CC=1C(=CC(=NC1CC2)N2CC(C(C2)N)(C)OC)F